C(C)OP(O)(=O)N aminophosphonic acid ethyl ester